vinyl-trimethylbutynyloxysilane C(=C)C(C#CO[Si](C)(C)C)C